C(#N)C1=C(C=C(OC2C(C(C2(C)C)NC(C2=CC=C(C=C2)N2CCNCC2)=O)(C)C)C=C1)OC N-[3-(4-cyano-3-methoxy-phenoxy)-2,2,4,4-tetramethyl-cyclobutyl]-4-piperazin-1-yl-benzamide